FC1=C(CC2CC3(CN(C3)C(=O)OC(C)(C)C)C2)C(=CC=C1)F tert-Butyl 6-(2,6-difluorobenzyl)-2-azaspiro[3.3]heptane-2-carboxylate